ethyl 3-azabicyclo[3.1.1]heptane-1-carboxylate hydrochloride Cl.C12(CNCC(C1)C2)C(=O)OCC